ClC=1C=C(C=CC1F)NC(=O)C1N(S(NC(C1)C1=CC(=CC=C1)C=1C=NN(C1)C)(=O)=O)C N-(3-Chloro-4-fluorophenyl)-2-methyl-5-(3-(1-methyl-1H-pyrazol-4-yl)phenyl)-1,2,6-thiadiazinane-3-carboxamide 1,1-dioxide